ClC1=CC(=NC=C1)NC(CC1=CC(=CC=C1)OC)=O N-(4-chloropyridin-2-yl)-2-(3-methoxyphenyl)acetamide